C(C(C)C)N1CCC(CC1)C#CC=1SC=CN1 2-((1-isobutylpiperidin-4-yl)ethynyl)thiazole